NC1C(C(C1(C)C)OC1=CC(=C(C#N)C(=C1)C)C)(C)C 4-(3-amino-2,2,4,4-tetramethyl-cyclobutoxy)-2,6-dimethyl-benzonitrile